19-(oxan-2-yl)-8-oxa-10,19,20-triazatetracyclo[13.5.2.12,6.018,21]tricosa-1(20),2(23),3,5,15(22),16,18(21)-heptaen-9-one O1C(CCCC1)N1C=2C=CC=3CCCCNC(OCC4=CC=CC(C(=N1)C2C3)=C4)=O